C[C@H](C(=O)OC)CC(=O)OC dimethyl (S)-2-methylsuccinate